[N+](=O)(O)[O-].C(C)N(O)CC N,N-diethylhydroxylamine nitrate